6-(benzyloxy)-7-methoxy-1-[(E)-2-{2-methyl-5-[2-(2,2,2-trifluoroethoxy)pyrimidin-5-yl]phenyl}ethenyl]-1,2,3,4-tetrahydroisoquinoline C(C1=CC=CC=C1)OC=1C=C2CCNC(C2=CC1OC)\C=C\C1=C(C=CC(=C1)C=1C=NC(=NC1)OCC(F)(F)F)C